CC1(N(CCOC1)CCCOC1=CC=C(OC2=CC(=CC=3N2C=NC3)C(=O)N)C=C1)C 5-[4-[3-(3,3-dimethylmorpholin-4-yl)propoxy]phenoxy]imidazo[1,5-a]pyridine-7-carboxamide